4-cyano-N-[(1S,2S,3S,5R)-2,6,6-trimethylnorpinan-3-yl]-1H-pyrrolo[2,3-b]pyridine-2-carboxamide C(#N)C1=C2C(=NC=C1)NC(=C2)C(=O)N[C@@H]2[C@H]([C@H]1C([C@@H](C2)C1)(C)C)C